6-methyl-3,4-epoxycyclohexylmethylmethyl-6-methyl-3,4-epoxycyclohexanecarboxylate CC1CC2C(CC1COC(=O)C1(CC3C(CC1C)O3)C)O2